COC1=CC=C(C=N1)[C@H](CC(=O)OCC)N1C(C(C1)(CCCCC(C)=O)C)=O ethyl (3S)-3-(6-methoxypyridin-3-yl)-3-(3-methyl-2-oxo-3-(5-oxohexyl)azetidin-1-yl)propanoate